ethyl 5-(((5-fluoro-2,3-dihydrobenzofuran-4-yl)methyl)amino)-8-(tetrahydro-2H-pyran-4-yl)imidazo[1,2-c]pyrimidine-2-carboxylate FC=1C=CC2=C(CCO2)C1CNC1=NC=C(C=2N1C=C(N2)C(=O)OCC)C2CCOCC2